(1r,3r)-3-(2-cyclopropyl-1H-imidazol-1-yl)cyclobutan-1-ol C1(CC1)C=1N(C=CN1)C1CC(C1)O